COC=1C=C2C(=CC=NC2=CC1OC)OC1=C(C=C(C=C1)C1(C(C(=C(N(C1)C)C(=O)N)C1=CC=C(C=C1)F)=O)C(=O)N)F 5-(4-((6,7-dimethoxyquinolin-4-yl)oxy)-3-fluorophenyl)-3-(4-fluorophenyl)-1-methyl-4-oxo-1,4-dihydropyridine-2,5-dicarboxamide